1-(1-(4-chloro-3-fluorophenyl)-3,3-dimethyl-2,3-dihydro-1H-pyrrolo[3,2-b]pyridine-5-carbonyl)piperidine-4-carboxylic acid ethyl ester C(C)OC(=O)C1CCN(CC1)C(=O)C1=CC=C2C(=N1)C(CN2C2=CC(=C(C=C2)Cl)F)(C)C